BrC1=C(OCCO)C(=CC(=C1)C1=CN=C2N1C=C(C(=C2)OC)S(=O)(=O)C(C)(C)C)F 2-(2-Bromo-4-(6-(tert-butylsulfonyl)-7-methoxyimidazo[1,2-a]pyridin-3-yl)-6-fluorophenoxy)ethan-1-ol